2-[6-(2,5-diazabicyclo[2.2.1]heptan-2-yl)pyridazin-3-yl]-5-(2-methylimidazo[1,2-a]pyrimidin-6-yl)pyridin-3-ol C12N(CC(NC1)C2)C2=CC=C(N=N2)C2=NC=C(C=C2O)C=2C=NC=1N(C2)C=C(N1)C